5-Amino-1-isopropyl-3-[6-[2-[[3-(2,4-dichlorophenyl)isoxazol-5-yl]amino]-1-methyl-2-oxo-ethyl]-3-pyridyl]pyrazole-4-carboxamide NC1=C(C(=NN1C(C)C)C=1C=NC(=CC1)C(C(=O)NC1=CC(=NO1)C1=C(C=C(C=C1)Cl)Cl)C)C(=O)N